C(C)OCC(C[SiH3])N1C=NC=C1 3-ethoxy-(2-imidazol-1-yl)propylsilane